cis-7-methyl-2-(2-(methylamino)-2-oxoacetyl)-N-(3,4,5-trifluorophenyl)-2,3,3a,4,10,10a-hexahydro-1H,7H-dipyrrolooxathiazocine-8-carboxamide 5,5-dioxide CC1NS(OC2C(C3C1N(CC3)C(=O)NC3=CC(=C(C(=C3)F)F)F)NC(C2)C(C(=O)NC)=O)(=O)=O